CC1=NC(=NO1)C=1C=C2CCC(C2=CC1)C(=O)NC1=CC(=NC=C1)C 5-(5-methyl-1,2,4-oxadiazol-3-yl)-N-(2-methylpyridin-4-yl)-2,3-dihydro-1H-indene-1-carboxamide